N,N-dimethyl-2,3-bis(tetradecyloxy)-propane-1-amine CN(CC(COCCCCCCCCCCCCCC)OCCCCCCCCCCCCCC)C